3-[2-(3-fluorophenyl)-2-oxo-ethyl]-6-{[2-(1-methylpyrazol-4-yl)-4-pyridyl]oxy}quinazolin-4-one FC=1C=C(C=CC1)C(CN1C=NC2=CC=C(C=C2C1=O)OC1=CC(=NC=C1)C=1C=NN(C1)C)=O